C(CCCCC)C(C(=O)OCC(COC(CC(CCCCC)CCCCC)=O)(COC(CC(CCCCC)CCCCC)=O)COC(CCCCN(C)C)=O)C(=O)OCCCCCC 2-({[5-(Dimethylamino)pentanoyl]oxy}methyl)-3-[(3-pentyloctanoyl)oxy]-2-{[(3-pentyloctanoyl)oxy]methyl}propyl hexyl hexylpropanedioate